FC(C=1C=C(CN2CCCCC2)C=CC1)F 1-(3-(difluoromethyl)benzyl)piperidin